C(C)N1CCN(CC1)CC=1C=C(C=C(C1)C(F)(F)F)C1=NC2=CC(=CC=C2C=N1)N 2-(3-((4-ethylpiperazin-1-yl)methyl)-5-(trifluoromethyl)phenyl)quinazolin-7-amine